5-[4-Fluoro-2-(piperidin-4-yl)-1,3-benzothiazol-6-yl]-2-methyl-2H-indazol-7-carbonitril-Hydrochlorid Cl.FC1=CC(=CC2=C1N=C(S2)C2CCNCC2)C2=CC1=CN(N=C1C(=C2)C#N)C